COC1=CC=C(C=C1)C(OC[C@@H]1[C@H](C[C@@H](O1)N1C(NC(C(=C1)F)=O)=O)O[Si](C)(C)C(C)(C)C)(C1=CC=CC=C1)C1=CC=C(C=C1)OC 1-[(2R,4S,5R)-5-{[bis(4-methoxyphenyl)(phenyl)methoxy]methyl}-4-[(tert-butyldimethylsilyl)oxy]oxolan-2-yl]-5-fluoro-3H-pyrimidine-2,4-dione